FC1=C(C=CC=C1)[C@@H](C)N (1R)-1-(2-fluorophenyl)ethanamine